5-(2,5-dichloropyrimidin-4-yl)-2-(3,3-difluoropyrrolidin-1-yl)thiazole ClC1=NC=C(C(=N1)C1=CN=C(S1)N1CC(CC1)(F)F)Cl